manganese iron-lithium phosphate P(=O)([O-])([O-])[O-].[Li+].[Fe+2].[Mn+2]